C(C)(C)(C)OC(=O)N1CC2=CC=C(C(=C2CC1)C=O)O 5-formyl-6-hydroxy-3,4-dihydroisoquinoline-2(1H)-carboxylic acid tert-butyl ester